16-hydroxy-6,9,12,15-tetramethyl-4-oxo-5,8,11,14-tetraoxa-3-azahexadecyl methacrylate C(C(=C)C)(=O)OCCNC(OC(COC(COC(COC(CO)C)C)C)C)=O